3-(tert-Butyl)-5-chlorobenzoic acid C(C)(C)(C)C=1C=C(C(=O)O)C=C(C1)Cl